N1=CC(=CC=C1)NC(=O)[C@@H]1CC12CCN(CC2)C(=O)[O-] |r| (±)-1-(pyridin-3-ylcarbamoyl)-6-azaspiro[2.5]octane-6-carboxylate